FC(C1=CC=C(C=C1)N1CC(CC2=CC=CC=C12)NC(C=C)=O)F N-(1-(4-(difluoromethyl)-phenyl)-1,2,3,4-tetrahydro-quinolin-3-yl)acrylamide